C(C1=CC=CC=C1)OCC=1N(C=C(N1)I)C12CC(C1)(C2)N2CCC(CC2)(F)F 1-(3-(2-((benzyloxy)methyl)-4-iodo-1H-imidazol-1-yl)bicyclo[1.1.1]Pentane-1-yl)-4,4-difluoropiperidine